C(C)(C)(C)OC(NC1(C(C(CCC1)O)=O)C1=C(C=CC=C1)Cl)=O t-Butyl-(1-(2-chlorophenyl)-3-hydroxy-2-oxocyclohexyl)-carbamate